phenylhexynedicarboxylic acid C1(=CC=CC=C1)C(C#CCCC)(C(=O)O)C(=O)O